CC1=CC=C2C(CCC2=C1)=O 6-methyl-3-oxo-2,3-dihydro-1H-inden